ClC=1C=C(C(N(N1)CC1=CC=C(C=C1)OC)=O)C(F)(F)F 6-Chloro-2-(4-methoxybenzyl)-4-(trifluoromethyl)pyridazin-3(2H)-one